(S)-2-amino-3-(1H-imidazol-1-yl)propionic acid N[C@H](C(=O)O)CN1C=NC=C1